2-methyloxyprop-1-ene COC(=C)C